1-((5-bromopyridin-2-yl)methyl)pyrimidin-2(1H)-one BrC=1C=CC(=NC1)CN1C(N=CC=C1)=O